C(C)(=O)C=1C(=NC(=CC1)N1C=NC2=C1C=CC(=C2)N2CCN(CC2)C2COC2)N2N=C(C=C2C)C#N 1-[3-acetyl-6-[5-[4-(oxetan-3-yl)piperazin-1-yl]benzimidazol-1-yl]-2-pyridinyl]-5-methyl-pyrazole-3-carbonitrile